C(C=C)(=O)OCCCCCCCCCCOC(CCP(=O)(O)O)=O.F[C@H]1C[C@@H](CNC1)NC1=NC=CC(=N1)C=1C(=NC=CC1)OC1=CC=C(C2=CC=CC=C12)NS(=O)(=O)CC N-(4-((3-(2-(((3S,5S)-5-fluoropiperidin-3-yl)amino)pyrimidin-4-yl)pyridin-2-yl)oxy)naphthalen-1-yl)ethane-1-sulfonamide acryloyloxydecyl-3-phosphonopropionate